rac-(3R)-3-[4-(4-{[(1-{1-[6-(2-hydroxyphenyl)pyridazin-4-yl]-4-phenylpiperidine-4-carbonyl}piperidin-4-yl)amino]methyl}piperidin-1-yl)phenyl]piperidine-2,6-dione OC1=C(C=CC=C1)C1=CC(=CN=N1)N1CCC(CC1)(C(=O)N1CCC(CC1)NCC1CCN(CC1)C1=CC=C(C=C1)[C@@H]1C(NC(CC1)=O)=O)C1=CC=CC=C1 |r|